O1COC2=C1C=CC(=C2)C=2N=C1N(CC2)C=C(C=C1)N1C[C@H](N[C@H](C1)C)C 2-(1,3-benzodioxol-5-yl)-7-[(3R,5S)-3,5-dimethylpiperazin-1-yl]-4H-pyrido[1,2-a]pyrimidin